OC1CC2(C(C(CC2C2CCC3=CC(C=CC3(C12)C)=O)O)(C(CO)=O)O)C 11,16,17-trihydroxy-17-(2-hydroxyacetyl)-10,13-dimethyl-7,8,9,11,12,14,15,16-octahydro-6H-cyclopenta[a]phenanthren-3-one